CC(C)N1C=CC2=C1N=CNC2=O 7-(propan-2-yl)-3,7-dihydro-4H-pyrrolo[2,3-d]pyrimidin-4-one